C1(CCCC1)C1=CC(=NN1)NC1=NC(=NC=C1)N1C[C@H](CC1)CN(C)C N-(5-cyclopentyl-1H-pyrazol-3-yl)-2-[(3R)-3-[(dimethylamino)methyl]pyrrolidin-1-yl]pyrimidin-4-amine